Cl.N1CC(C1)N1C=2C(NCC1)=C(N(N2)C2=CC=C(C=C2)OC2=C(C=C(C=C2)F)F)C(=O)N 7-(azetidin-3-yl)-2-[4-(2,4-difluorophenoxy)phenyl]-4,5,6,7-tetrahydro-2H-pyrazolo[3,4-b]pyrazine-3-carboxamide hydrogen chloride